C(CCC)C=COCC1CO1 glycidyl butyl-vinyl ether